(S)-2-(1,3-dimethyl-1H-indazol-7-yl)-2-(methyl((1S,3S)-3-(4-(5,6,7,8-tetrahydro-1,8-naphthyridin-2-yl)butoxy)cyclopentyl)amino)acetic acid CN1N=C(C2=CC=CC(=C12)[C@@H](C(=O)O)N([C@@H]1C[C@H](CC1)OCCCCC1=NC=2NCCCC2C=C1)C)C